2,4,6-tripropyl-1,3,5,2,4,6-trioxatri-phosphorinan-2,4,6-trioxide C(CC)P1(OP(OP(O1)(CCC)=O)(CCC)=O)=O